4-bromo-2,2-difluoro-1,3-benzodioxole BrC1=CC=CC=2OC(OC21)(F)F